1-(3-hydroxypropyl)-N-((5-phenyl-1,3,4-thiadiazol-2-yl)methyl)-1H-1,2,3-triazole-4-carboxamide OCCCN1N=NC(=C1)C(=O)NCC=1SC(=NN1)C1=CC=CC=C1